C1(=CC=CC=C1)C(C)C=1C=NC(=NC1)N1CCNCC1 5-(1-phenylethyl)-2-(piperazin-1-yl)pyrimidine